(S,E)-3-((3-(3-(2-(4-(dimethylamino)-N-methylbut-2-enamido)propanamido)propoxy)phenyl)amino)-6-ethyl-5-(pyrrolidin-1-yl)pyrazine-2-carboxamide CN(C/C=C/C(=O)N(C)[C@H](C(=O)NCCCOC=1C=C(C=CC1)NC=1C(=NC(=C(N1)N1CCCC1)CC)C(=O)N)C)C